COC(=O)C1CCC(CC1)NC1=C(C(=CC=C1)N1CCOCC1)[N+](=O)[O-] 4-(3-morpholino-2-nitro-anilino)cyclohexanecarboxylic acid methyl ester